hydroxyterephthalic acid bis(n-octylamine) salt C(CCCCCCC)N.C(CCCCCCC)N.OC1=C(C(=O)O)C=CC(=C1)C(=O)O